Natrium elaidat C(CCCCCCC\C=C\CCCCCCCC)(=O)[O-].[Na+]